NC1=CC=C(C=C1)N(C1=CC=C(C=C1)N(C1=CC=C(C=C1)C#N)C1=CC=C(C=C1)C#N)C1=CC=C(C=C1)N N,N-bis(4-aminophenyl)-N',N'-di(4-cyanophenyl)-1,4-phenylenediamine